N-(4-((Dimethylamino)methyl)phenyl)-3'-methoxy-4'-methyl-[1,1'-biphenyl]-4-amin CN(C)CC1=CC=C(C=C1)NC1=CC=C(C=C1)C1=CC(=C(C=C1)C)OC